N6-{(2S)-2-Amino-4-[{(1R)-1-[1-benzyl-4-(2,5-difluorophenyl)-1H-imidazol-2-yl]-2,2-dimethylpropyl}(glycoloyl)amino]butanoyl}-N2-[(2,5-dioxo-2,5-dihydro-1H-pyrrol-1-yl)acetyl]-L-lysine N[C@H](C(=O)NCCCC[C@H](NC(CN1C(C=CC1=O)=O)=O)C(=O)O)CCN(C(CO)=O)[C@H](C(C)(C)C)C=1N(C=C(N1)C1=C(C=CC(=C1)F)F)CC1=CC=CC=C1